C(C)(C)(C)OC(=O)N1C[C@@H](CCC1)OC1=C(C=CC=C1)OC(C)C (R)-3-(2-Isopropoxyphenoxy)piperidine-1-carboxylic acid tert-butyl ester